tert-butyl piperazine-1-carboxylate hydrochloride Cl.N1(CCNCC1)C(=O)OC(C)(C)C